FC(C=1C(=C(C=CC1)[C@@H](C)NC1=NC(=NC2=CC(=C(C=C12)OC)N1CCOCC1)C)F)F (R)-N-(1-(3-(difluoromethyl)-2-fluorophenyl)ethyl)-6-methoxy-2-methyl-7-morpholinylquinazolin-4-amine